FC(OC=1C=CC(=NC1)[C@@H]1[C@H](C1)C=1C=2N(N=C(C1)C=1C(NC(NC1)=O)=O)C(=CN2)F)F 5-(8-((1S,2S)-2-(5-(difluoromethoxy)pyridin-2-yl)cyclopropyl)-3-fluoroimidazo[1,2-b]pyridazin-6-yl)pyrimidine-2,4(1H,3H)-dione